C(C)C(C(=O)[O-])CCCC.C(C)C(C(=O)[O-])CCCC.[Sn+2] tin (II) bis(2-ethyl hexanoate)